1-(1-Aminoisochinolin-4-yl)-N-(5-chloro-6-(2H-1,2,3-triazol-2-yl)pyridin-3-yl)-5-(trifluoromethyl)-1H-pyrazol-4-carboxamid NC1=NC=C(C2=CC=CC=C12)N1N=CC(=C1C(F)(F)F)C(=O)NC=1C=NC(=C(C1)Cl)N1N=CC=N1